BrC=1C=CC=C2C(C(=COC12)F)(C(=O)O)C 8-Bromo-3-fluoro-4-methyl-chromene-4-carboxylic acid